5-[1-[3-carbamothioyl-1-methyl-5-[1,2,2,2-tetrafluoro-1-(trifluoromethyl)ethyl]pyrrol-2-yl]pyrazol-4-yl]-2-chloro-N-(1-cyanocyclopropyl)benzamide C(N)(=S)C1=C(N(C(=C1)C(C(F)(F)F)(C(F)(F)F)F)C)N1N=CC(=C1)C=1C=CC(=C(C(=O)NC2(CC2)C#N)C1)Cl